C1(=CC=CC=C1)C1N(C(OC12CC2)=O)C(C=CC2=C(C=CC=C2)OC(F)(F)F)=O 7-phenyl-6-(3-(2-(trifluoromethoxy)phenyl)acryloyl)-4-oxa-6-azaspiro[2.4]heptane-5-one